F[C@@H]1CC=2N(C=NC2C(CC#C[Si](C)(C)C)NS(=O)C(C)(C)C)C1 N-(1-((R)-6-fluoro-6,7-dihydro-5H-pyrrolo[1,2-c]imidazol-1-yl)-4-(trimethylsilyl)but-3-yn-1-yl)-2-methylpropan-2-sulfinamide